3-(3-(1-(1H-pyrazol-3-yl)ethyl)-2-fluorophenyl)propanoic acid ethyl ester C(C)OC(CCC1=C(C(=CC=C1)C(C)C1=NNC=C1)F)=O